bis(N-benzyl-piperazino)thiuram disulfide C(C1=CC=CC=C1)N1CCN(CC1)NC(SSC(NN1CCN(CC1)CC1=CC=CC=C1)=S)=S